2-(2-isopropylphenyl)-4-((4-(1-methyl-4-(trifluoromethyl)-1H-imidazol-2-yl)benzyl)amino)-5,7-dihydro-6H-pyrrolo[3,4-d]pyrimidine-6-carbonitrile C(C)(C)C1=C(C=CC=C1)C=1N=C(C2=C(N1)CN(C2)C#N)NCC2=CC=C(C=C2)C=2N(C=C(N2)C(F)(F)F)C